C1(CC1)C1=CC(=C(C=2N1N=C(C2)C2=C(C=C(C=C2)[C@H]2[C@@H](C2)C(=O)OCC)F)F)C(=O)N2[C@@H](C1=CC=CC=C1CC2)C Ethyl trans-2-(4-{7-cyclopropyl-4-fluoro-5-[(1R)-1-methyl-1,2,3,4-tetrahydroisoquinoline-2-carbonyl]pyrazolo[1,5-a]pyridin-2-yl}-3-fluorophenyl)cyclopropane-1-carboxylate